6-(3-(5-(6-ethyl-2,6-diazaspiro[3.3]hept-2-yl)pyridin-2-yl)-4-isopropyl-1H-pyrazol-5-yl)-8-methoxy-[1,2,4]triazolo[1,5-a]pyridine C(C)N1CC2(CN(C2)C=2C=CC(=NC2)C2=NNC(=C2C(C)C)C=2C=C(C=3N(C2)N=CN3)OC)C1